2-(4-chlorophenyl)-4-methyl-5-acetylthiazole ClC1=CC=C(C=C1)C=1SC(=C(N1)C)C(C)=O